CN1N=CC(=C1C=1C=CC=2N=C(N=C(C2N1)N1CCOCC1)C1=C2C(=NC=C1)NC=C2)C 4-(6-(1,4-dimethyl-1H-pyrazol-5-yl)-2-(1H-pyrrolo[2,3-b]pyridin-4-yl)pyrido[3,2-d]pyrimidin-4-yl)morpholine